(+-)-cis-N-[8-amino-6-[4-(hydroxymethyl)-3-pyridinyl]-3-isoquinolinyl]-2-fluoro-cyclopropanecarboxamide NC=1C=C(C=C2C=C(N=CC12)NC(=O)[C@H]1[C@H](C1)F)C=1C=NC=CC1CO |r|